1,2,3,4-oxatriazole O1N=NN=C1